NC=1SC(=NN1)N(C(C)C)C(C)C 2-amino-5-(N,N-diisopropylamino)-1,3,4-thiadiazole